CO[C@H]1C[C@H](C1)NC1=CC(=NC=N1)NC1=CC(=C2C(=[N+]1[O-])C1(NC2=O)CCCCC1)C 2'-((6-((cis-3-methoxycyclobutyl)amino)pyrimidin-4-yl)amino)-4'-methyl-5'-oxo-5',6'-dihydrospiro[cyclohexane-1,7'-pyrrolo[3,4-b]pyridine] 1'-oxide